Lithium 2-(hept-2-yl)-2-methylpropanedioate CC(CCCCC)C(C(=O)[O-])(C(=O)[O-])C.[Li+].[Li+]